P(O)(=O)(OP(=O)(O)OP(=O)(O)O)OC[C@@H]1[C@H]([C@H]([C@@H](O1)N1C(=O)N=C(N)C(=C1)CC=CN)O)O.C1(=CC=CC=C1)COCCOCCO 2-[2-(phenylmethoxy)ethoxy]ethanol 5-aminoallylcytidine-5'-triphosphate